(R)-6-bromo-7-fluoro-2-methyl-N-(1-(2-methyl-3-(trifluoromethyl)phenyl)ethyl)quinazoline BrC=1C=C2C=N[C@@H](N(C2=CC1F)C(C)C1=C(C(=CC=C1)C(F)(F)F)C)C